C(C)OC(C[C@@H](C1=CC=C(C=C1)OC1=CC=C(C=C1)C)N)=O.C(=O)(OC(C)(C)C)N1CC(C1)C1=CC=C(C=C1)Br 1-Boc-3-(4-bromophenyl)azetidine ethyl-(S)-3-amino-3-(4-(p-tolyloxy)phenyl)propanoate